ketoacetate O=CC(=O)[O-]